5-(4-(tert-butyl)phenyl)-1-ethyl-1H-1,2,4-triazol C(C)(C)(C)C1=CC=C(C=C1)C1=NC=NN1CC